(2S)-2-amino-3-{3-[(dihydroxyboranyl)methoxy]-4-fluorophenyl}propanoic acid N[C@H](C(=O)O)CC1=CC(=C(C=C1)F)OCB(O)O